3-[[4-chloro-6-(2-methyl-1-naphthyl)pyrimidin-2-yl]sulfamoyl]benzoic acid ClC1=NC(=NC(=C1)C1=C(C=CC2=CC=CC=C12)C)NS(=O)(=O)C=1C=C(C(=O)O)C=CC1